6-(4-fluorophenyl)-8-methoxy-N-((6-methylpyridin-3-yl)methyl)quinazolin-4-amine FC1=CC=C(C=C1)C=1C=C2C(=NC=NC2=C(C1)OC)NCC=1C=NC(=CC1)C